O1C=CC2=C1C=C(C=C2)C(CC(C)NC)O (benzofuran-6-yl)-3-(methylamino)butan-1-ol